OC1=C(C=CC(=C1)C)CCCCCCCCCCCC(=NO)CCCCCCCCCCCC1=C(C=C(C=C1)C)O 2-Hydroxy-4-methylphenylundecylketoxime